O=S1(C2=C(C=C1)C=CC1=CC=CC=C12)=O 1,1-dioxonaphtho[1,2-b]thiophen